4-amino-N,1-dimethyl-N-((4S)-7-(trifluoromethyl)-3,4-dihydro-1H-pyrano[4,3-c]pyridin-4-yl)-1H-pyrazolo[4,3-c]quinoline-8-carboxamide NC1=NC=2C=CC(=CC2C2=C1C=NN2C)C(=O)N([C@@H]2COCC1=C2C=NC(=C1)C(F)(F)F)C